(methacryloyloxy)-N,N-dimethyl-N-[4-(4,4,5,5-tetramethyl-1,3,2-dioxaborolan-2-yl)benzyl]ethan-1-aminium C(C(=C)C)(=O)OC(C)[N+](CC1=CC=C(C=C1)B1OC(C(O1)(C)C)(C)C)(C)C